3-(2,6-difluoro-3,5-dimethoxyphenyl)-8-[2-(3-methoxyazetidin-1-yl)ethyl]-1-methyl-1,3,4,7-tetrahydro-2H-pyrrolo[3',2':5,6]pyrido[4,3-d]pyrimidin-2-one FC1=C(C(=C(C=C1OC)OC)F)N1C(N(C2=C(C1)C=NC1=C2C=C(N1)CCN1CC(C1)OC)C)=O